FC(OC=1C(=NC=CC1)CC1=NN2C(=NC(=C(C2=N1)C=1C=CC=2N(C1)C=CN2)C2=CC=C(C=C2)F)N)F 2-((3-(difluoromethoxy)pyridin-2-yl)methyl)-7-(4-fluorophenyl)-8-(imidazo[1,2-a]pyridin-6-yl)-[1,2,4]triazolo[1,5-c]pyrimidin-5-amine